BrC=1C=CC(=C(O[C@@H](CO)CN2N=NN=C2)C1)F (2R)-2-(5-bromo-2-fluorophenoxy)-3-(1H-tetrazol-1-yl)propan-1-ol